FC=1C=CC2=C(CCC3N(C2=O)CC(CC3)C=3SC=C(N3)C3=NC=C(C=C3)C)C1 9-fluoro-3-[4-(5-methylpyridin-2-yl)-1,3-thiazol-2-yl]-1,3,4,11,12,12a-hexahydropyrido[1,2-b][2]benzazepin-6(2H)-one